1-benzyl-5-(3-methyl-1H-pyrazol-4-yl)-1,2,3,6-tetrahydropyridin-3-ol C(C1=CC=CC=C1)N1CC(C=C(C1)C=1C(=NNC1)C)O